(R)-9-(4-Fluorobenzyl)-4-isopropyl-2-methyl-1-oxa-4,9-diazaspiro[5.5]undecan-3-on FC1=CC=C(CN2CCC3(CN(C([C@H](O3)C)=O)C(C)C)CC2)C=C1